(1R,3S,5R)-N-(6-bromopyridin-2-yl)-5-methyl-2-azabicyclo[3.1.0]hexane-3-carboxamide TFA salt OC(=O)C(F)(F)F.BrC1=CC=CC(=N1)NC(=O)[C@H]1N[C@@H]2C[C@@]2(C1)C